The molecule is an organic sulfamate oxoanion obtained by deprotonation of the sulfamate OH group of benzenamine sulfate. It is a conjugate base of a benzenamine sulfate. C1=CC=C(C=C1)NS(=O)(=O)[O-]